NC=1C(=NC=CC1C)C=1C=C2C=C(C=NC2=CC1)C1=CC(=CC=C1)F 6-(3-amino-4-methylpyridin-2-yl)-3-(3-fluorophenyl)quinolin